4'-(6-chloro-2-(((3r,3ar,6r,6ar)-6-hydroxyhexahydrofuro[3,2-b]furan-3-yl)oxy)-1H-imidazo[4,5-b]pyridin-5-yl)-N-((2s,3r,4r,5r)-2,3,4,5,6-pentahydroxyhexyl)-[1,1'-biphenyl]-4-sulfonamide ClC=1C=C2C(=NC1C1=CC=C(C=C1)C1=CC=C(C=C1)S(=O)(=O)NC[C@@H]([C@H]([C@@H]([C@@H](CO)O)O)O)O)N=C(N2)O[C@H]2[C@@H]1[C@H](OC2)[C@@H](CO1)O